C(C)(=O)OCC1=NC(=NC=C1F)C(=O)OC Methyl 4-(acetoxymethyl)-5-fluoropyrimidine-2-carboxylate